3-amino-6-(7-chloro-1H-indazol-5-yl)-N-(cyclopropylmethyl)-5-phenylpyrazine NC=1CN(C(=C(N1)C1=CC=CC=C1)C=1C=C2C=NNC2=C(C1)Cl)CC1CC1